6-methoxy-2-(4-methoxyphenyl)chroman-4-one COC=1C=C2C(CC(OC2=CC1)C1=CC=C(C=C1)OC)=O